ClC1=C(C=C(C=C1)Cl)/C=C/C(=O)O (E)-3-(2,5-dichlorophenyl)acrylic acid